chloro-4''-((3,5-difluoropyridin-2-yl)methoxy)-3-(2-hydroxypropan-2-yl)-5',6''-dimethyl-2H,2''H-[1,2':4',1''-terpyridin]-2,2''-dione ClC1=C(C(N(C=C1)C1=NC=C(C(=C1)N1C(C=C(C=C1C)OCC1=NC=C(C=C1F)F)=O)C)=O)C(C)(C)O